OCC1=CC=C(C=C1)[C@@H](CNC(OC(C)(C)C)=O)C(=O)NC=1C=C2C=CN=CC2=CC1 tert-butyl (S)-(2-(4-(hydroxymethyl)phenyl)-3-(isoquinolin-6-ylamino)-3-oxopropyl)carbamate